C(C)(C)(C)C1=CC=C(C=C1)C(CC(=O)C1=CC=C(C=C1)OC)=O 1-(4-tertbutylphenyl)-3-(4-methoxyphenyl)-propane-1,3-dione